(2r,4r)-4-((6-((1-(tert-butyl)-5-methyl-1H-pyrazol-3-yl)amino)-3-fluoropyridin-2-yl)methyl)-1-(3-chloro-2-fluorophenylethyl)-2-methylpiperidine-4-carboxylic acid tert-butyl ester C(C)(C)(C)OC(=O)[C@]1(C[C@H](N(CC1)CCC1=C(C(=CC=C1)Cl)F)C)CC1=NC(=CC=C1F)NC1=NN(C(=C1)C)C(C)(C)C